N1(C=NC=C1)C1=C2N=CN(C2=NC(=N1)N1CCOCC1)N=CC=1C=C(C=CC1)C N-(6-(1H-imidazol-1-yl)-2-morpholino-9H-purin-9-yl)-1-(m-tolyl)methanimine